6-(6-(4-(3-((3r,5r,7r)-adamantan-1-yl)propanoyl)piperazin-1-yl)pyridin-3-yl)-1-isopropyl-N-((6-methyl-2-oxo-4-propyl-1,2-dihydropyridin-3-yl)methyl)-1H-indazole-4-carboxamide C12(CC3CC(CC(C1)C3)C2)CCC(=O)N2CCN(CC2)C2=CC=C(C=N2)C=2C=C(C=3C=NN(C3C2)C(C)C)C(=O)NCC=2C(NC(=CC2CCC)C)=O